5-(4-((2-(3-ethylureido)thiazol-5-yl)methyl)piperazin-1-yl)-6-fluoro-N-methylpicolinamide C(C)NC(NC=1SC(=CN1)CN1CCN(CC1)C=1C=CC(=NC1F)C(=O)NC)=O